NC=1C2=C(N=CN1)N(C(=C2C2=CC[C@H](CC2)C(=O)N2CCCC2)C=2C=NC(=CC2C)C#C[Si](C)(C)C(C)(C)C)C (S)-(4-(4-amino-6-(6-((tert-butyldimethylsilyl)ethynyl)-4-methylpyridin-3-yl)-7-methyl-7H-pyrrolo[2,3-d]pyrimidin-5-yl)cyclohex-3-en-1-yl)(pyrrolidin-1-yl)methanone